4'-butoxy-4-biphenyl-carbonitrile C(CCC)OC1=CC=C(C=C1)C1=CC=C(C=C1)C#N